(3r,5s)-1-(2-chloropyrrolo[2,1-f][1,2,4]triazin-4-yl)-5-(hydroxymethyl)pyrrolidin-3-ol ClC1=NN2C(C(=N1)N1C[C@@H](C[C@H]1CO)O)=CC=C2